ClC1=CC=C(OC2=C(C=C(C=C2F)S(=O)(=O)Cl)F)C=C1 4-(4-chlorophenoxy)-3,5-difluorobenzenesulfonyl chloride